ClC1=NC(=NC(=C1C#N)C=1OC=CC1)C 4-chloro-6-(2-furyl)-2-methyl-pyrimidine-5-carbonitrile